6-chloro-3-phenyl-3,4-dihydro-2h-benzo[e][1,2,4]thiadiazine-7-sulfonamide-1,1-dioxide ClC=1C(=CC2=C(NC(NS2(=O)=O)C2=CC=CC=C2)C1)S(=O)(=O)N